bis-pinanediol diboronate B(O)OBO.C12(C(CCC(C1(C)C)C2)(C)O)O.C21(C(CCC(C2(C)C)C1)(C)O)O